4-(3-((1R,5S,6r)-3-azabicyclo[3.1.0]hexan-6-yl)-1-cyclopropyl-7-fluoro-4-(1-hydroxyethyl)-1H-pyrazolo[4,3-c]pyridin-6-yl)-5-ethynyl-6-fluoronaphthalen-2-ol [C@H]12CNC[C@@H]2C1C1=NN(C2=C1C(=NC(=C2F)C2=CC(=CC1=CC=C(C(=C21)C#C)F)O)C(C)O)C2CC2